NN1C2(N3C(C=4NC=5C=CN=CC5C(C4C(=C3C1=O)C)=O)=O)CCCCC2 amino-12'-methyl-2'H-spiro[cyclohexane-1,3'-imidazo[1',5':1,6]pyrido[3,4-b][1,6]naphthyridine]-1',5',11'(6'H)-trione